OC1(CCC(CC1)CNC1=C(C=CC=C1[N+](=O)[O-])S(=O)(=O)N)C ((((1r,4r)-4-hydroxy-4-methylcyclohexyl)methyl)amino)-3-nitrobenzenesulfonamide